S1C(=CC=C1)C1=CC(=NN1C1=CC=C(C=C1)S(=O)(=O)N)C(F)(F)F 4-(5-(thiophen-2-yl)-3-(trifluoromethyl)-1H-pyrazol-1-yl)-benzenesulfonamide